isohexyl α-cyanoacrylate C(#N)C(C(=O)OCCCC(C)C)=C